Cyclopropanone C1(CC1)=O